N(=C=O)CCCCCCN1C(N(C(N(C1=O)CCCCCCN=C=O)=O)CCCCCCN=C=O)=O 1,3,5-tris(6-isocyanatohexyl)-1,3,5-triazin-2,4,6-trione